CC1=C(SC2=C1NC(C(=C2)C(=O)O)=O)C2=CC=CC=C2 3-methyl-5-oxo-2-phenyl-4,5-dihydrothieno[3,2-b]pyridine-6-carboxylic acid